COCC#CC=1C=CC(=NC1)CNC1CCC2=CC=CC=C12 N-((5-(3-methoxyprop-1-ynyl)pyridin-2-yl)methyl)-2,3-dihydro-1H-inden-1-amine